(pyridin-4-yl)[2'-(quinolin-3-yl)-5',6'-dihydrospiro[azetidine-3,4'-pyrrolo[1,2-b]pyrazol]-1-yl]methanone N1=CC=C(C=C1)C(=O)N1CC2(CCN3N=C(C=C32)C=3C=NC2=CC=CC=C2C3)C1